C[C@H]1CC[C@H]2[C@H](C2(C)C)/C=C(/C(=O)/C=C/[C@@]3([C@@H](O3)C(=O)C1)C)\\C The molecule is a macrocyclic diterpenoid isolated from the soft coral Sinularia microclavata and has been shown to exhibit cytotoxic activities against tumor cell lines. It has a role as an antineoplastic agent and a coral metabolite. It is a diterpenoid, a macrocycle, an enone and an epoxide.